OC(C)(C)C1=CC(=NC=C1)C(=O)N 4-(2-hydroxy-prop-2-yl)picolinamide